7-chloro-4-(prop-2-yn-1-ylamino)-1-(pyrazin-2-yl)quinazolin ClC1=CC=C2C(=NCN(C2=C1)C1=NC=CN=C1)NCC#C